(+-)-1-(2-methyl-6-(2,2,2-trifluoroethoxy)pyrimidin-4-yl)ethan-1-amine CC1=NC(=CC(=N1)[C@@H](C)N)OCC(F)(F)F |r|